C(C)(C)(C)OC(NC1CCC(CC1)OC=1C=CC2=C(CC(C=3C(=NC=NC23)N)(C)C)C1N1CC(CC1)C(N)=O)=O N-[4-[[4-amino-7-(3-carbamoyl-pyrrolidin-1-yl)-5,5-dimethyl-6H-benzo[H]quinazolin-8-yl]oxy]cyclohexyl]carbamic acid tert-butyl ester